C=C(C)O[C@@H]1CN(CC[C@H]1OC1=CC(=CC=C1)C(F)(F)F)C(=O)OC(C)(C)C |r| (±)-trans-tert-butyl 3-(prop-1-en-2-yloxy)-4-(3-(trifluoromethyl) phenoxy)piperidine-1-carboxylate